(Z)-3-fluoro-4-(6-fluoro-4-(3-(pyrrolidin-1-ylsulfonyl)phenyl)-1H-benzo[d]imidazol-1-yl)but-2-en-1-amine Hydrochloride Cl.F\C(=C/CN)\CN1C=NC2=C1C=C(C=C2C2=CC(=CC=C2)S(=O)(=O)N2CCCC2)F